C1(CCCCC1)CC(=O)NC1=CC=C(C=C1)C1=NNC(=C1C(=O)N)NC1=NC=CC=C1 3-(4-(2-cyclohexyl-acetamido)phenyl)-5-(pyridin-2-ylamino)-1H-pyrazole-4-carboxamide